(R)-1-(1-aminoprop-2-yl)-7-fluoro-1H-indole-2,6-dicarboxylic acid diethyl ester C(C)OC(=O)C=1N(C2=C(C(=CC=C2C1)C(=O)OCC)F)[C@@H](CN)C